Cl.NCCC1=CC=C(OC2=C(C(N(N=C2)CC)=O)Cl)C=C1 5-(4-(2-aminoethyl)phenoxy)-4-chloro-2-ethylpyridazin-3(2H)-one hydrochloride